Methyl 6-chloro-4-[(4-methoxyphenyl)methylamino]pyridine-3-carboxylate ClC1=CC(=C(C=N1)C(=O)OC)NCC1=CC=C(C=C1)OC